C(C)(C)(C)OC(NC1(COC2(OC1)CCOCC2)CO)=O [3-(hydroxymethyl)-1,5,9-Trioxaspiro[5.5]undecan-3-yl]carbamic acid tert-butyl ester